ethyl 1-(4-((4,4-difluorocyclohexyl)amino)-6-methylpyrimidin-2-yl)-1H-pyrazole-3-carboxylate FC1(CCC(CC1)NC1=NC(=NC(=C1)C)N1N=C(C=C1)C(=O)OCC)F